(S)-1-(5-[2H,3H-[1,4]dioxino[2,3]pyridine-7-sulfonyl]-1H,2H,3H,4H,5H,6H-pyrrolo[3,4-c]pyrrol-2-yl)-3-hydroxy-2-phenylpropan-1-one O1CCOC2=C1C=C(C=N2)S(=O)(=O)N2CC1=C(C2)CN(C1)C([C@H](CO)C1=CC=CC=C1)=O